C1(=CC=C2C=CC3=CC=CC4=CC=C1C2=C34)C(=O)C=3C=C4C=CC2=CC(=CC1=CC=C(C3)C4=C12)C(=O)C1=CC=C2C=CC4=CC=CC3=CC=C1C2=C43 bis(pyrenylcarbonyl)pyrene